4-methylsulfanylpyrimidine CSC1=NC=NC=C1